4'-Chloro-5'-(2-chloro-3-(5-formyl-6-methoxypyridin-2-yl)phenyl)-6-methoxy-[2,3'-bipyridine]-5-carbaldehyde ClC1=C(C=NC=C1C1=C(C(=CC=C1)C1=NC(=C(C=C1)C=O)OC)Cl)C1=NC(=C(C=C1)C=O)OC